2-bromo-5-(4-chloro-3,5-difluorophenyl)-7,7-dimethyl-6,7-dihydro-5H-pyrrolo[2,3-b]pyrazine BrC=1N=C2C(=NC1)N(CC2(C)C)C2=CC(=C(C(=C2)F)Cl)F